4,5-bis(trifluoromethyl)-1,3-phenylenediamine FC(C1=C(C=C(C=C1C(F)(F)F)N)N)(F)F